Cl[C@@H](C(=O)N(C[C@@H]1C(NCC1)=O)NC(=O)[C@H](CC(C)C)NC(=O)C1=NOC(=C1)C)F N-[(1S)-1-[[[(2S)-2-chloro-2-fluoro-acetyl]-[[(3R)-2-oxopyrrolidin-3-yl]methyl]amino]carbamoyl]-3-methyl-butyl]-5-methyl-isoxazole-3-carboxamide